3-Fluoro-3-(7-(hydroxymethyl)-2-methylquinolin-3-yl)piperidine-2,6-dione FC1(C(NC(CC1)=O)=O)C=1C(=NC2=CC(=CC=C2C1)CO)C